NC1=NC=CC(=C1)C1=CC(=C2C=NNC2=C1)NCCOCCCCN(C(OC(C)(C)C)=O)CC1=CC(=C(C(=C1)F)OC(F)(F)F)F tert-butyl (4-(2-((6-(2-aminopyridin-4-yl)-1H-indazol-4-yl)amino)ethoxy)butyl)(3,5-difluoro-4-(trifluoromethoxy)benzyl)carbamate